C(C)(C)(C1=CC=CC=C1)OOC#CCCCC (alpha-cumylperoxy)hexyne